C(C)(C)CC(CC(=O)[O-])=O.C(C)CC(CC(=O)[O-])=O.C(C)CC(CC(=O)O)=O.C(C)CC(CC(=O)[O-])=O.[Al+3] aluminum tris(ethylacetoacetate) mono(isopropylacetoacetate)